3-[3-(morpholin-4-ylsulfonyl)-phenyl]-3-[4-(7H-pyrrolo[2,3-d]pyrimidin-4-yl)-1H-pyrazol-1-yl]propanenitrile N1(CCOCC1)S(=O)(=O)C=1C=C(C=CC1)C(CC#N)N1N=CC(=C1)C=1C2=C(N=CN1)NC=C2